3-[6-(2,3-Dihydro-benzo[1,4]dioxin-5-yl)-2-methoxy-pyridin-3-ylamino]-N-(1H-pyrazol-4-ylmethyl)-benzamide O1CCOC2=C1C=CC=C2C2=CC=C(C(=N2)OC)NC=2C=C(C(=O)NCC=1C=NNC1)C=CC2